C(=C)[Si](O)(C)C.[K] potassium vinyldimethylsilanol